3-acetyl-8-bromo-5-chloro-2-(((5-methylisoxazol-3-yl)methyl)thio)quinolin-4(1H)-one C(C)(=O)C1=C(NC2=C(C=CC(=C2C1=O)Cl)Br)SCC1=NOC(=C1)C